bis(2,4-dicumylphenyl) di-phosphite P(OC1=C(C=C(C=C1)C(C)(C)C1=CC=CC=C1)C(C)(C)C1=CC=CC=C1)([O-])[O-].P(OC1=C(C=C(C=C1)C(C)(C)C1=CC=CC=C1)C(C)(C)C1=CC=CC=C1)([O-])[O-]